N=1C=NN2C1C=CC=C2CCC[C@H]2C[C@@H]1N(CCN(C1)C=1N=NC(=CC1)C)C2=O (7S,8aS)-7-(3-([1,2,4]triazolo[1,5-a]pyridin-5-yl)propyl)-2-(6-methylpyridazin-3-yl)hexahydropyrrolo[1,2-a]pyrazin-6(2H)-one